6-(1-isopropyl-1H-pyrazol-3-yl)-5-phenyl-2-(pyridin-2-yl)pyrrolo[2,1-f][1,2,4]triazin-4-ol C(C)(C)N1N=C(C=C1)C=1C(=C2C(=NC(=NN2C1)C1=NC=CC=C1)O)C1=CC=CC=C1